C[C@@H]1CN(C[C@H]2N1CC1=CC(=CC=C21)N2C[C@H](NCC2)C)C=2C=1N(C(=CC2)C#N)N=CC1 4-[(4R,10bS)-4-methyl-8-[(3R)-3-methylpiperazin-1-yl]-3,4,6,10b-tetrahydro-1H-pyrazino[2,1-a]isoindol-2-yl]pyrazolo[1,5-a]pyridine-7-carbonitrile